C(#N)C=1C=C(C=CC1)N(C(=O)C12CC(C1)(C2)F)CC21CCC(CC2)(CC1)C1=NOC(=N1)C(F)(F)F N-(3-cyanophenyl)-3-fluoro-N-((4-(5-(trifluoromethyl)-1,2,4-oxadiazol-3-yl)bicyclo[2.2.2]octan-1-yl)methyl)bicyclo[1.1.1]pentane-1-carboxamide